Cl.NCC(C)(S)C 1-amino-2-methylpropane-2-thiol hydrochloride